C(C)(C)(C)OCCCCCC[Si](C)(C1C(=CC2=C(C=CC=C12)C1=CC=C(C=C1)C(C)(C)C)C)C1C(=CC2=C(C=3CCCC3C=C12)C1=CC=C(C=C1)C(C)(C)C)C (6-(Tert-butoxy)hexyl)(4-(4-(tert-butyl)phenyl)-2-methyl-1,5,6,7-tetrahydro-s-indacen-1-yl)(4-(4-(tert-butyl)phenyl)-2-methyl-1H-inden-1-yl)(methyl)silane